C(C1=CC=CC=C1)OC=1C(=C(C=CC1)[C@H]1[C@@H](C1)C(=O)OCC)C=O ethyl (1R,2R)-2-[3-(benzyloxy)-2-formylphenyl]cyclopropane-1-carboxylate